CS(=O)(=O)NC=1C=C(C=CC1)NC(=O)C=1SC=C(C1)C(=O)NC(C)C1=CC=CC=C1 N2-(3-(methylsulfonamido)phenyl)-N4-(1-phenylethyl)thiophene-2,4-dicarboxamide